(S)-tert-Butyl (5-(oxazol-2-yl)isochroman-1-yl)methyl((2-(trimethylsilyl)ethoxy)methyl)carbamate O1C(=NC=C1)C1=C2CCO[C@@H](C2=CC=C1)CN(C(OC(C)(C)C)=O)COCC[Si](C)(C)C